CN1N=CC=C1[C@H]1[C@@H](CC1)C=1NC(C2=C(N1)N(N=C2C#N)[C@H](C)C=2C=NC(=CC2)C(F)(F)F)=O 6-((1R,2R)-2-(1-methyl-1H-pyrazol-5-yl)cyclobutyl)-4-oxo-1-((R)-1-(6-(trifluoromethyl)-pyridin-3-yl)ethyl)-4,5-dihydro-1H-pyrazolo[3,4-d]pyrimidine-3-carbonitrile